Methyl 4-oxo-4-(2,4,6-trihydroxyphenyl)butanoate O=C(CCC(=O)OC)C1=C(C=C(C=C1O)O)O